C(C)N1N=C(C(=C1C)CC1=CC=C(C=C1)CC)O[C@H]1[C@H](O)[C@@H](O)[C@H](O)[C@H](O1)CO 1-ethyl-4-[(4-ethylphenyl)-methyl]-3-(β-D-glucopyranosyloxy)-5-methylpyrazole